N-[5-[4-[[(2R)-1-(2-methoxy-2-methyl-propyl)azetidin-2-yl]methoxy]-2-methyl-pyrazol-3-yl]pyrazolo[1,5-a]pyridin-2-yl]cyclopropanecarboxamide COC(CN1[C@H](CC1)COC1=C(N(N=C1)C)C1=CC=2N(C=C1)N=C(C2)NC(=O)C2CC2)(C)C